(E)-ethyl 4-(3-methoxy-4-(3-o-tolylacryloyloxy)phenyl)-6-methyl-2-thioxo-1,2,3,4-tetrahydropyrimidine-5-carboxylate COC=1C=C(C=CC1OC(\C=C\C1=C(C=CC=C1)C)=O)C1NC(NC(=C1C(=O)OCC)C)=S